FC=1C=CC(=C(C1)C(CC#CC#CC=1C=CNC1)C=1C(N(C=CC1)C)=O)O 4-(6-(5-Fluoro-2-hydroxyphenyl)-6-(1-methyl-2-oxo-1,2-dihydropyridin-3-yl)hexa-1,3-diyn-1-yl)-1H-pyrrole